2,5-dimethyl-4-(4-(trifluoromethyl)piperidin-1-yl)aniline CC1=C(N)C=C(C(=C1)N1CCC(CC1)C(F)(F)F)C